N-(2-(N,N-bis(2,4-dimethoxybenzyl)sulfamoyl)pyridin-4-yl)-2-chloro-5-(trifluoromethyl)nicotinamide COC1=C(CN(S(=O)(=O)C2=NC=CC(=C2)NC(C2=C(N=CC(=C2)C(F)(F)F)Cl)=O)CC2=C(C=C(C=C2)OC)OC)C=CC(=C1)OC